1-methyl-4-((1-methyl-1H-pyrazol-4-yl)methyl-d2)-N-(1-methylcyclopropyl)-5-oxo-1,2,4,5-tetrahydroimidazo[1,2-a]quinazoline-7-sulfonamide CC1CN=C2N1C1=CC=C(C=C1C(N2C([2H])([2H])C=2C=NN(C2)C)=O)S(=O)(=O)NC2(CC2)C